4-amino-7-fluoro-8-(1-methyl-6-oxo-1,6-dihydropyrimidin-2-yl)-N-propylisoquinoline-3-carboxamide NC1=C(N=CC2=C(C(=CC=C12)F)C=1N(C(C=CN1)=O)C)C(=O)NCCC